N-(3,5-difluoro-4-methylphenyl)acetamide FC=1C=C(C=C(C1C)F)NC(C)=O